1-cyclopentyl-5-oxo-N-(pyrimidin-2-ylmethyl)pyrrolidine-3-carboxamid C1(CCCC1)N1CC(CC1=O)C(=O)NCC1=NC=CC=N1